Ethyltri-acetoxysilan C(C)[Si](OC(C)=O)(OC(C)=O)OC(C)=O